[Pd](Cl)Cl.C12=CC=C(CC1)C2 (norbornadiene) palladium dichloride